BrC(C(=O)N(CC1=CC=C(C=C1)OC)CC1(CCN(CC1)C(=O)OC(C)(C)C)O)CCCl tert-Butyl 4-((2-bromo-4-chloro-N-(4-methoxybenzyl)butanamido)methyl)-4-hydroxypiperidine-1-carboxylate